BrC=1C=C(C=CC1)C1(COC1)C(C1=NC=NN1COCC[Si](C)(C)C)Cl 5-((3-(3-bromophenyl)oxetan-3-yl)chloromethyl)-1-((2-(trimethyl-silyl)ethoxy)methyl)-1H-1,2,4-triazole